2-oxo-6-(trifluoromethyl)-1,2-dihydropyridine-3-carboxylate O=C1NC(=CC=C1C(=O)[O-])C(F)(F)F